1-OXO-1,2-DIHYDROISOQUINOLINE-7-CARBALDEHYDE O=C1NC=CC2=CC=C(C=C12)C=O